FC1(CCN(CC1)C1=C(C(=O)OC)C=CC(=C1)[N+](=O)[O-])F methyl 2-(4,4-difluoropiperidinyl)-4-nitrobenzoate